methyl 6-bromo-4-methylene-3,4-dihydro-2H-pyrano[2,3-c]pyridine-8-carboxylate BrC=1C=C2C(=C(N1)C(=O)OC)OCCC2=C